7-(4-(aminomethyl)bicyclo[2.2.1]heptane-1-yl)-6-ethynyl-5-(quinolin-3-yl)-7H-pyrrolo[2,3-d]pyrimidin-4-amine NCC12CCC(CC1)(C2)N2C(=C(C1=C2N=CN=C1N)C=1C=NC2=CC=CC=C2C1)C#C